C(C)(C)(C)C1=C(C(=C(C(=O)O)C)C)C=CC=C1 2-tert-butyldimethyl-cinnamic acid